C[C@H]1C[C@H]2[C@@H]3CCC4=CC(=O)C=C[C@@]4([C@]3([C@H](C[C@@]2([C@]1(C(=O)CO)O)C)O)Cl)C The molecule is a 17alpha-hydroxy steroid that is prednisolone in which the hydrogens at the 9alpha and 16beta positions are substituted by a chlorine and a methyl group, respectively. It has a role as an anti-inflammatory drug and an anti-asthmatic drug. It is an 11beta-hydroxy steroid, a 17alpha-hydroxy steroid, a 20-oxo steroid, a 21-hydroxy steroid, a corticosteroid, a glucocorticoid, a 3-oxo-Delta(1),Delta(4)-steroid, a chlorinated steroid, a primary alpha-hydroxy ketone and a tertiary alpha-hydroxy ketone. It derives from a prednisolone. It derives from a hydride of a pregnane.